COC(CCCCC1(CN(CCN(C1)CC(=O)OC(C)(C)C)CC(=O)OC(C)(C)C)N(C)CC(=O)OC(C)(C)C)=O 5-[1,4-Bis-tert-butoxycarbonylmethyl-6-(tert-butoxycarbonylmethyl-methyl-amino)-[1,4]diazepan-6-yl]-pentanoic acid methyl ester